C(C)(C)(C)OCCC1CC(C1)CO (3-(2-(t-butoxy)ethyl)cyclobutyl)methanol